C(C)(C)(C)OC(=O)N1CC=2C(CC1C)=CNC2 6-methyl-2,4,6,7-tetrahydropyrrolo[4,3-c]Pyridine-5-carboxylic acid tert-butyl ester